COC(=O)C1(CCOCC1)C1=CC=CC=C1.C1=CC(=CC=2OC3=C(C21)C=CC=C3)CC 1-(dibenzo[b,d]furan-3-yl)ethane Methyl-4-phenyltetrahydro-2H-pyran-4-carboxylate